monosodium aniline-2,4-disulfonate NC=1C(=CC(=CC1)S(=O)(=O)O)S(=O)(=O)[O-].[Na+]